C1(=CC=CC=C1)SC1=NC=C(C=C1)Br 2-(phenylthio)-5-bromopyridine